FC=1C=C(COC2=NC(N3C(N4[C@@]5(CO[C@H](C4)C5)C3)=C2C#N)=O)C=C(C1OC1=CC(=NC=C1)C(F)(F)F)F (3S,11aR)-7-((3,5-difluoro-4-((2-(trifluoromethyl)pyridin-4-yl)oxy)benzyl)oxy)-6-cyano-3,4-dihydro-1H,9H,11H-3,11a-methanopyrimido[6',1':2,3]imidazo[5,1-c][1,4]oxazin-9-one